CNC(=O)C1=NN(C(=C1)C(=O)NC=1OC(=NN1)C(F)(F)F)[C@@H](C)C1=CC=CC=C1 (S)-N3-Methyl-1-(1-phenylethyl)-N5-(5-(trifluoromethyl)-1,3,4-oxadiazol-2-yl)-1H-pyrazole-3,5-dicarboxamide